C1(CC1)[C@@H](C(F)(F)F)NC(=O)C=1SC=C(C1)C=1C=NN2C1N=CC(=C2)C2=CC=C(C=C2)F (S)-N-(1-cyclopropyl-2,2,2-trifluoroethyl)-4-(6-(4-fluorophenyl)pyrazolo[1,5-a]pyrimidin-3-yl)thiophene-2-carboxamide